C(#N)N1C[C@H](CC1)C(=O)NC=1N=CN(C1)C1=CC=NC=C1 (S)-1-cyano-N-(1-(pyridin-4-yl)-1H-imidazol-4-yl)pyrrolidine-3-carboxamide